C(C)(C)(C)OC(=O)N[C@H](C(=O)NC(C(=O)NC(CCC(=O)[O-])C=O)(C)C)CC=1N=CN(C1)C(C1=CC=CC=C1)(C1=CC=CC=C1)C1=CC=CC=C1 4-[[2-[[(2S)-2-(tert-butoxycarbonylamino)-3-(1-tritylimidazol-4-yl)propanoyl]amino]-2-methyl-propanoyl]amino]-5-oxo-pentanoate